C1C[NH2+][C@@H]([C@H]1O)C(=O)[O-] The molecule is zwitterionic form of trans-3-hydroxy-L-proline resulting from transfer of a proton from the carboxy to the amino group; major species at pH 7.3. It is a tautomer of a trans-3-hydroxy-L-proline.